C1=CC=C(C(=C1)/C=C\\C(=O)O)[O-] The molecule is a 2-coumarate that is the conjugate base of cis-2-coumaric acid. It is a conjugate base of a cis-2-coumaric acid.